CC1=CC=CC(=N1)C1=NNC=C1C1=NC2=CC(=CN=C2C=C1)C=1C=NN(C1)CCN1CCNCC1 2-[3-(6-methyl-2-pyridyl)-1H-pyrazol-4-yl]-7-[1-(2-piperazin-1-ylethyl)pyrazol-4-yl]-1,5-naphthyridine